6-[4-[5-fluoro-2-(4-methyltriazol-1-yl)-3-pyridyl]-1-piperidyl]-2-azaspiro[3.4]octane-2-carboxylate FC=1C=C(C(=NC1)N1N=NC(=C1)C)C1CCN(CC1)C1CC2(CN(C2)C(=O)[O-])CC1